CC1=NC=C(C=C1C1=C2CCN(C(C2=CC(=C1)CCN1[C@@H]([C@@H](C1)O)C)=O)[C@@H](C)C1=NC=C(C#N)C(=C1)OCC)C 6-((S)-1-(5-(2,5-dimethylpyridin-3-yl)-7-(2-((2R,3R)-3-hydroxy-2-methylazetidin-1-yl)ethyl)-1-oxo-3,4-dihydroisoquinolin-2(1H)-yl)ethyl)-4-ethoxynicotinonitrile